C1CC12CC(CC(C2)=O)=O spiro[2.5]octane-5,7-dione